2-(dimethylamino)-1-(4-(3-isopropyl-2-(8-methylquinoxalin-6-yl)-1H-indol-5-yl)piperidin-1-yl)ethan-1-one CN(CC(=O)N1CCC(CC1)C=1C=C2C(=C(NC2=CC1)C=1C=C2N=CC=NC2=C(C1)C)C(C)C)C